OCC1N(CCC1)C1=CC2=C(CC(O2)(C)C)C=C1NC(=O)C=1C=NN2C1N=CC=C2 N-(6-(2-(hydroxymethyl)pyrrolidin-1-yl)-2,2-dimethyl-2,3-dihydrobenzofuran-5-yl)pyrazolo[1,5-a]pyrimidine-3-carboxamide